C(#N)C=1C=NN2C1C(=CC(=C2)C=2C=NN(C2C)C2CCN(CC2)C(=O)OC(C)(C)C)OC tert-Butyl 4-[4-(3-cyano-4-methoxy-pyrazolo[1,5-a]pyridin-6-yl)-5-methyl-pyrazol-1-yl]piperidine-1-carboxylate